N6-cyclopropyl-5-fluoro-N4-[(6-methoxy-3-pyridyl)methyl]-N4-methyl-N6-[[4-(trifluoromethyl)phenyl]methyl]pyrimidine-4,6-diamine C1(CC1)N(C1=C(C(=NC=N1)N(C)CC=1C=NC(=CC1)OC)F)CC1=CC=C(C=C1)C(F)(F)F